C(C)(C)(C)OC(=O)[C@@H]1CCCC=2N1C(N(N2)CC2=NC=C(C=C2Cl)Cl)=O tert-Butyl-(5S)-2-[(3,5-dichloropyridin-2-yl)methyl]-3-oxo-2,3,5,6,7,8-hexahydro[1,2,4]triazolo[4,3-a]pyridine-5-carboxylate